(S)-2-(tert-Butoxycarbonylamino)-3-(4-hydroxy-3-iodophenyl)propionic acid C(C)(C)(C)OC(=O)N[C@H](C(=O)O)CC1=CC(=C(C=C1)O)I